O-(benzotriazol-1-yl)-N,N,N',N'-tetramethyluronium tetrafluoroBorate [B-](F)(F)(F)F.CN(C)C(=[N+](C)C)ON1C2=CC=CC=C2N=N1